Tert-Butyl 5-(1-(3-fluorophenyl)-1-hydroxyethyl)thiazol-2-ylcarbamate FC=1C=C(C=CC1)C(C)(O)C1=CN=C(S1)NC(OC(C)(C)C)=O